N-(((1r,4r)-4-aminocyclohexyl)methyl)-4-(3,5-dimethyl-4-(2,2,2-trifluoroethyl)piperazin-1-yl)aniline NC1CCC(CC1)CNC1=CC=C(C=C1)N1CC(N(C(C1)C)CC(F)(F)F)C